ethyl 8-bromo-4-oxo-3,4-dihydro-1H-pyrano[3,4-b]quinoline-3-carboxylate BrC1=CC=C2C=C3C(=NC2=C1)COC(C3=O)C(=O)OCC